trans-N1-(4-(3-cyclopropylphenyl)-5-fluoropyrimidin-2-yl)-N4-methylcyclohexane-1,4-diamine C1(CC1)C=1C=C(C=CC1)C1=NC(=NC=C1F)N[C@@H]1CC[C@H](CC1)NC